N-((S)-(7-((S*)-1-(2-(3,3-Difluorocyclobutyl)acetamido)-2-hydroxy-2-methylpropyl)imidazo[1,2-b]pyridazin-2-yl)(4,4-difluorocyclohexyl)methyl)-1-isopropyl-1H-pyrazole-5-carboxamide FC1(CC(C1)CC(=O)N[C@H](C(C)(C)O)C1=CC=2N(N=C1)C=C(N2)[C@@H](NC(=O)C2=CC=NN2C(C)C)C2CCC(CC2)(F)F)F |o1:9|